C1(CCCC(CC=CCC)O1)=O 7-decen-5-olide